2-(3-((2R,6S)-2,6-dimethylmorpholine-4-carbonyl)-5,6-dihydrocyclopenta[c]pyrazol-1(4H)-yl)acetic acid C[C@@H]1CN(C[C@@H](O1)C)C(=O)C=1C2=C(N(N1)CC(=O)O)CCC2